2,3-dimethyl-pyrazine ethyl-2-(6-bromo-4-fluoro-2H-indazol-2-yl)-2-(3-thioxo-2,5,6,7-tetrahydro-3H-pyrrolo[1,2-c]imidazol-1-yl)acetate C(C)OC(C(C1=C2N(C(N1)=S)CCC2)N2N=C1C=C(C=C(C1=C2)F)Br)=O.CC2=NC=CN=C2C